C(CCCCCCCCC)(=O)N decanamid